NCC1=C(C=C(OCC2(CN(C2)S(=O)(=O)C2=C(C=C(C=C2)Cl)Cl)CO)C=C1)F (3-((4-(Aminomethyl)-3-fluorophenoxy)methyl)-1-((2,4-dichlorophenyl)sulfonyl)azetidin-3-yl)methanol